2-hydroxytetrahydropyranyl-1,1-dimethoxy-pentan OC1(OCCCC1)C(CCCC)(OC)OC